COC(C[C@@H](C(C)(C)C)NC1=C(C=C(C(=C1)Cl)C(NC)=O)N)=O (S)-3-((2-amino-5-chloro-4-(methylcarbamoyl)phenyl)amino)-4,4-dimethylvaleric acid methyl ester